C1C(CCCCCCCCC)O1 1,2-Undecylene oxide